2-(4-(fluoromethoxy)phenyl)ethan-1-ol FCOC1=CC=C(C=C1)CCO